(2-oxo-1-(2-oxo-2-((1R,2R,4R)-1,7,7-trimethylbicyclo[2.2.1]heptan-2-ylamino)ethyl)-1,2-dihydropyridin-3-yl)hexanediamide O=C1N(C=CC=C1C(C(=O)N)CCCC(=O)N)CC(N[C@H]1[C@@]2(CC[C@H](C1)C2(C)C)C)=O